2-((4-methylphenyl)sulfonamido)-N-phenyl-4-(trifluoromethyl)benzamide CC1=CC=C(C=C1)S(=O)(=O)NC1=C(C(=O)NC2=CC=CC=C2)C=CC(=C1)C(F)(F)F